2,6-dichloro-N-((1s,3s)-3-(6-(((1-((1-(2-(2,6-dioxopiperidin-3-yl)-1,3-dioxoisoindolin-4-yl)piperidin-4-yl)methyl)piperidin-4-yl)methyl)amino)-9H-purin-9-yl)cyclobutyl)benzamide ClC1=C(C(=O)NC2CC(C2)N2C3=NC=NC(=C3N=C2)NCC2CCN(CC2)CC2CCN(CC2)C2=C3C(N(C(C3=CC=C2)=O)[C@@H]2C(NC(CC2)=O)=O)=O)C(=CC=C1)Cl